FC1=C(C=CC=C1\N=N\N1CCCC1)[C@@H]([C@@H]1N(C2(CC1C2)C)C(=O)OC(C)(C)C)O tert-butyl (R)-3-((S)-(2-fluoro-3-((E)-pyrrolidin-1-yldiazenyl)phenyl)(hydroxy)methyl)-1-methyl-2-azabicyclo[2.1.1]hexane-2-carboxylate